N1(CCOCC1)CCN1C=C(C2=CC=CC=C12)CC1=CC=C(C2=CC=CC=C12)C (1-(2-morpholin-4-ylethyl)indol-3-yl)-4-methylnaphthalen-1-ylmethane